2,5-dioxopyrrolidin-1-yl 13-(2-{[6-({2-[(α-D-mannopyranosyl)oxy] ethyl} amino)-6-oxohexyl]amino}-2-oxoethyl)-3,11-dioxo-1-phenyl-2-oxa-4,10,13-triazapentadecan-15-oate [C@H]1([C@@H](O)[C@@H](O)[C@H](O)[C@H](O1)CO)OCCNC(CCCCCNC(CN(CC(NCCCCCNC(OCC1=CC=CC=C1)=O)=O)CC(=O)ON1C(CCC1=O)=O)=O)=O